N1C=C(C=2C1=NC=CC2)[C@H]2CNCCO2 (S)-2-(1H-pyrrolo[2,3-b]pyridin-3-yl)morpholine